tert-butyl (trans)-2-(pyridin-3-yl)cyclopropylcarbamate N1=CC(=CC=C1)[C@H]1[C@@H](C1)NC(OC(C)(C)C)=O